2,2,6,6-tetramethyl-N-(4-vinylphenyl)piperidin-4-amine CC1(NC(CC(C1)NC1=CC=C(C=C1)C=C)(C)C)C